C(#N)C1=CC2=C(CN(C[C@H]2C2=C(C=CC=C2)C=2C(=NN(C2)CC)C(F)(F)F)C(/C=C/CNC(OC(C)(C)C)=O)=O)S1 tert-butyl (S,E)-(4-(2-cyano-4-(2-(1-ethyl-3-(trifluoromethyl)-1H-pyrazol-4-yl)phenyl)-4,7-dihydrothieno[2,3-c]pyridin-6(5H)-yl)-4-oxobut-2-en-1-yl)carbamate